(R)-N-(3-(7-methyl-1H-indazol-5-yl)-1-(4-(1-methylpiperidin-4-yl)piperazin-1-yl)-1-oxopropan-2-yl)-4-(2-oxo-1,2,5,7-tetrahydrothieno[3,4-b]pyridin-3-yl)piperidine-1-carboxamide CC=1C=C(C=C2C=NNC12)C[C@H](C(=O)N1CCN(CC1)C1CCN(CC1)C)NC(=O)N1CCC(CC1)C1=CC2=C(NC1=O)CSC2